FC(C1CCN(C2(CC2)C1)C(=O)N)(F)F 7-(trifluoromethyl)-4-azaspiro[2.5]octane-4-carboxamide